7,8-dimethyl-1,2,3,4,4a,9b-hexahydro-1,4-methanodibenzo[b,d]furan CC1=CC2=C(C3C(O2)C2CCC3C2)C=C1C